The molecule is a quaternary ammonium ion obtained by the protonation of the carboxy function of N(alpha),N(alpha),N(alpha)-trimethyl-L-histidine. It is a conjugate acid of a N(alpha),N(alpha),N(alpha)-trimethyl-L-histidine. C[N+](C)(C)[C@@H](CC1=CN=CN1)C(=O)O